3-(4-benzyloxy-6-methyl-2-pyridinyl)-2-chloro-5-(trifluoromethyl)pyridine C(C1=CC=CC=C1)OC1=CC(=NC(=C1)C)C=1C(=NC=C(C1)C(F)(F)F)Cl